C(C)(C)(C)OC(=O)N(C1=C(C=2C(=NC=C(C2)NC(C2=CC=CC=C2)=O)N1C1=C(C(=CC=C1C)OC)C)C#N)C(=O)OC(C)(C)C 2-bis(tert-butyloxycarbonyl)amino-1-(3-methoxy-2,6-dimethylphenyl)-5-benzoylamino-1H-pyrrolo[2,3-b]Pyridine-3-carbonitrile